C1(CCCC1)NCC1=CC=C(S1)C=1C=C(C=CC1)[C@@H](C)NC(C1=C(C=CC(=C1)NC1CCNCC1)C)=O (R)-N-(1-(3-(5-((cyclopentylamino)methyl)thiophen-2-yl)phenyl)ethyl)-2-methyl-5-(piperidin-4-ylamino)benzamide